C(C)C=1C=2N(N=C(C1)C(=O)N1[C@@H](C3=CC=CC=C3CC1)C)C=C(N2)C2=CC=C1C=C(COC1=C2F)C(=O)OC Methyl (R)-7-(8-ethyl-6-(1-methyl-1,2,3,4-tetrahydroisoquinoline-2-carbonyl)imidazo[1,2-b]pyridazin-2-yl)-8-fluoro-2H-chromene-3-carboxylate